NN1C(=NC(=C1C(=O)N)C1=CC=C(C=C1)C(NC1=NC=CC(=C1)C)=O)[C@H]1N(CCC1)C(C(=C)C)=O (S)-1-amino-2-(1-methacryloylpyrrolidin-2-yl)-4-(4-((4-methylpyridin-2-yl)carbamoyl)phenyl)-1H-imidazole-5-carboxamide